COC1=CC=NC2=CC(=C(C=C12)NC1=NC=C2N(C(N(C2=N1)C1(CCOCC1)C#N)=O)C)C 4-(2-((4-Methoxy-7-methylquinolin-6-yl)amino)-7-methyl-8-oxo-7,8-dihydro-9H-Purin-9-yl)tetrahydro-2H-pyran-4-carbonitrile